N,N-bis(2-hydroxyethyl)-3,5-dimethylaniline OCCN(C1=CC(=CC(=C1)C)C)CCO